Trimethylsilanol C[Si](O)(C)C